FC=1C=C2C(C(CN3C2=C(C1F)C=C3)NC(OC(C)(C)C)=O)C tert-butyl (8,9-difluoro-6-methyl-5,6-dihydro-4H-pyrrolo[3,2,1-ij]quinolin-5-yl)carbamate